FC=1OC2=C(C1)C1=C(C=C2O)SC(=C1)C(C[C@@H](C(=O)O)C)=O (S)-4-(2-fluoro-4-hydroxythieno[3,2-e]benzofuran-7-yl)-2-methyl-4-oxobutanoic acid